ClC=1C=NC(=NC1)N1CCN(CC1)C(CCOC[C@H](CCO)OC1=C(C(NN=C1)=O)C(F)(F)F)=O (S)-5-((1-(3-(4-(5-Chloropyrimidin-2-yl)piperazin-1-yl)-3-oxopropoxy)-4-hydroxybutan-2-yl)oxy)-4-(trifluoromethyl)pyridazin-3(2H)-one